amino-4-(trifluoromethyl)benzene-1-carbaldehyde NC1=C(C=CC(=C1)C(F)(F)F)C=O